7-cyano-1-(7-methoxy-1,3-dimethyl-2-oxo-1,2-dihydro-quinolin-5-yl)-4-methyl-1,2,3,4-tetrahydroquinoxaline-6-carboxylic acid methyl ester COC(=O)C=1C=C2N(CCN(C2=CC1C#N)C1=C2C=C(C(N(C2=CC(=C1)OC)C)=O)C)C